Cl.N1CCC(CC1)C1=CC=C(C=N1)NC1C(NC(CC1)=O)=O 3-[[6-(4-Piperidyl)-3-pyridyl]amino]piperidine-2,6-dione hydrochloride